C(CCCCC)(=O)OC=CC propenyl hexanoate